C1OCC12N(CCOC2)CC2=CC=C(C=C2)NC(=O)NCC2=CC=C(C=C2)Cl 1-(4-((2,8-dioxa-5-azaspiro[3.5]nonan-5-yl)methyl)phenyl)-3-(4-chlorobenzyl)urea